3-fluoro-5-(((2aS,3R,4S)-1,1,2,2,3-pentafluoro-2a,4-dihydroxy-2,2a,3,4-tetrahydro-1H-cyclopenta[cd]inden-5-yl)oxy)benzonitrile FC=1C=C(C#N)C=C(C1)OC1=C2C=3[C@@](C(C(C3C=C1)(F)F)(F)F)([C@@H]([C@H]2O)F)O